9,9'-((3-(4-(9H-carbazol-9-yl)phenyl)-4-(2-(4,6-diphenyl-1,3,5-triazin-2-yl)phenyl)pyridine-2,6-diyl)bis(4,1-phenylene))bis(3-phenyl-9H-carbazole) C1=CC=CC=2C3=CC=CC=C3N(C12)C1=CC=C(C=C1)C=1C(=NC(=CC1C1=C(C=CC=C1)C1=NC(=NC(=N1)C1=CC=CC=C1)C1=CC=CC=C1)C1=CC=C(C=C1)N1C2=CC=CC=C2C=2C=C(C=CC12)C1=CC=CC=C1)C1=CC=C(C=C1)N1C2=CC=CC=C2C=2C=C(C=CC12)C1=CC=CC=C1